ethyl 6-[[tert-butoxycarbonyl-[3-ethylsulfonyl-6-(trifluoromethyl)pyrazolo[1,5-a]pyridin-2-yl]amino]methyl]-2,2-difluoro-1,3-benzodioxole-5-carboxylate C(C)(C)(C)OC(=O)N(C1=NN2C(C=CC(=C2)C(F)(F)F)=C1S(=O)(=O)CC)CC=1C(=CC2=C(OC(O2)(F)F)C1)C(=O)OCC